N,N,N'-trimethyl-N'-(2-hydroxyethyl)bis(2-aminoethyl) ether CN(C)CCOCCN(C)CCO